FC1=C(C=C2C=C(N=CC2=C1)NC(OC1CN(C1)S(NC)(=O)=O)=O)C1=C(C2=C(OCCN2)N=C1)C 1-(N-Methylsulfamoyl)azetidin-3-yl (7-fluoro-6-(8-methyl-2,3-dihydro-1H-pyrido[2,3-b][1,4]oxazin-7-yl)isoquinolin-3-yl)carbamate